methyl cis-6-((2-fluoro-5-(5-fluoropyrimidin-2-yl)-4-methylphenyl)carbamoyl)-3-methyl-6-azabicyclo[3.1.1]heptane-1-carboxylate FC1=C(C=C(C(=C1)C)C1=NC=C(C=N1)F)NC(=O)N1C2CC(CC1(C2)C(=O)OC)C